FC1=CC=C(C=C1)C1=CC=C2C=NN=C(C2=C1)NCC=1N=NC(=CC1)C 7-(4-Fluorophenyl)-N-((6-methylpyridazin-3-yl)methyl)phthalazin-1-amin